2-methyl-N-(tetrahydrofuran-3-yl)-5-((4-(trifluoromethyl)thiazol-2-yl)methoxy)benzofuran CC=1OC2=C(C1)C=C(C=C2)OCC2SC=C(N2C2COCC2)C(F)(F)F